C(C)(C)(C)C1=CC(=C(C=C1)C1=NC(=C(C(=N1)C)C(=O)O)C)O 2-(4-(tert-butyl)-2-hydroxyphenyl)-4,6-dimethylpyrimidine-5-carboxylic acid